N1=CC=C(C=C1)C=1N=C(C2=C(N1)C=NC=C2)O 2-(pyridin-4-yl)pyrido[3,4-d]pyrimidin-4-ol